2-acetyl-5,6,7,8-tetrahydro-4H-thiazolo[4,5-c]azepin-4-one C(C)(=O)C=1SC2=C(C(NCCC2)=O)N1